FC1=CC=C(C=C1)C1=C(C=C(C=C1)N)N1CCOCC1 4'-fluoro-2-morpholino-[1,1'-biphenyl]-4-amine